((1R)-2-([1,1'-biphenyl]-4-yl)-1-(3-((3-methoxybenzyl)amino)-2-methyl-3-oxopropanamido)ethyl)boronic acid C1(=CC=C(C=C1)C[C@H](NC(C(C(=O)NCC1=CC(=CC=C1)OC)C)=O)B(O)O)C1=CC=CC=C1